2-(4-aminophenyl)-6-nitrobenzo[d][1,2]selenazol-3(2H)-one NC1=CC=C(C=C1)N1[Se]C2=C(C1=O)C=CC(=C2)[N+](=O)[O-]